lithium dodecylbenzenedisulfonate C(CCCCCCCCCCC)OS(=O)(=O)C=1C(=CC=CC1)S(=O)(=O)[O-].[Li+]